C(CCCCCCC)[Al](CCCCCCCC)CCCCCCCC Tri-(n-octyl)aluminum